FC(C1=NC(=NO1)C=1C=C2CCC(C2=CC1)NC(OC(C)(C)C)=O)F tert-butyl (5-(5-(difluoromethyl)-1,2,4-oxadiazol-3-yl)-2,3-dihydro-1H-inden-1-yl)carbamate